ClC=1C=C2C(=NC(=NC2=C(C1C1=C(C(=CC(=N1)N)C)C(F)(F)F)F)OCC1(CC1)CN1CC(CCC1)OC)N1CC2CCC(C1)N2 6-(6-chloro-4-{3,8-diazabicyclo[3.2.1]octan-3-yl}-8-fluoro-2-({1-[(3-methoxypiperidin-1-yl)methyl]cyclopropyl}methoxy)quinazolin-7-yl)-4-methyl-5-(trifluoromethyl)pyridin-2-amine